C(C)(C)(C)OC(=O)N(NC(C1=CC=C(C=C1)COC(C1=CC=CC=C1)=O)=O)CC 2-(4-(benzoyloxymethyl)benzoyl)-1-ethylhydrazine-1-carboxylic acid tert-butyl ester